C1(=CC(=CC=C1)P(C1=CSC=C1P(C=1C=C(C=CC1)C)C=1C=C(C=CC1)C)C=1C=C(C=CC1)C)C 3,4-bis(di-m-tolylphosphino)-thiophene